NC1=NC2=C(C=3N1N=C(N3)C=3OC=CC3)C=NN2C(C(=O)NCC2(COC2)O)(C)C=2C=NC=CC2 2-(5-amino-2-(furan-2-yl)-7H-pyrazolo[4,3-e][1,2,4]triazolo[1,5-c]pyrimidin-7-yl)-N-((3-hydroxyoxetan-3-yl)methyl)-2-(pyridin-3-yl)propanamide